FC(C=1C=NC(=NC1)N1CC2COCC(C1)N2C(=O)OC2CC1(CN(C1)CC1=CC=C(C=C1)F)C2)(F)F 2-[(4-fluorophenyl)methyl]-2-azaspiro[3.3]heptan-6-yl 7-[5-(trifluoromethyl)pyrimidin-2-yl]-3-oxa-7,9-diazabicyclo[3.3.1]nonane-9-carboxylate